N12CC(CC2C1)C(=O)O.NCCC(CC[Si](OC)(OC)C)N 3-(2-aminoethyl)-aminopropyl-methyldimethoxysilane azabicyclo[3.1.0]hexane-3-carboxylate